C(C)(C)(C)OC(=O)N[C@H](CC(N)=O)C(=O)OCC1=CC=CC=C1 benzyl (tert-butoxycarbonyl)-D-asparaginate